2-[[(2R)-1-methylpyrrolidin-2-yl]methoxyl-5,6,7,8-tetrahydropyrido[3,4-d]pyrimidin-4-yl]piperazine-1-carboxylate CN1[C@H](CCC1)COC=1N=C(C2=C(N1)CNCC2)C2N(CCNC2)C(=O)[O-]